CC1(OCCCO1)C=1C=C(C=CC1)CN (3-(2-methyl-1,3-dioxan-2-yl)phenyl)methylamine